1-(4-(4-(2-amino-4-(difluoromethyl)pyrimidin-5-yl)-6-morpholino-1,3,5-triazin-2-yl)piperazin-1-yl)-6-methylhept-5-ene-1,4-dione NC1=NC=C(C(=N1)C(F)F)C1=NC(=NC(=N1)N1CCOCC1)N1CCN(CC1)C(CCC(C=C(C)C)=O)=O